CC1(CCC(O1)C1=C(C=C(C=C1)F)C(C(=O)O)N1CC(C1)OCCCCCC1=NC=2NCCCC2C=C1)C 2-(2-(5,5-dimethyltetrahydrofuran-2-yl)-5-fluorophenyl)-2-(3-((5-(5,6,7,8-tetrahydro-1,8-naphthyridin-2-yl)pentyl)oxy)azetidin-1-yl)acetic acid